3-chloro-6-iodo-4,5-dimethyl-pyridazine ClC=1N=NC(=C(C1C)C)I